4,4',4''-((1,3,5-triazine-2,4,6-triyl)tris(azanediyl))tribenzoic acid N1=C(N=C(N=C1NC1=CC=C(C(=O)O)C=C1)NC1=CC=C(C(=O)O)C=C1)NC1=CC=C(C(=O)O)C=C1